6-(Hydroxymethyl)-1-indanone OCC1=CC=C2CCC(C2=C1)=O